((benzyl(pyridin-2-ylmethyl)amino)methyl)-N-methyl-N-((2S,3R,4R,5R)-2,3,4,5,6-pentahydroxyhexyl)nicotinamide C(C1=CC=CC=C1)N(CC1=NC=CC=C1)CC1=C(C(=O)N(C[C@@H]([C@H]([C@@H]([C@@H](CO)O)O)O)O)C)C=CC=N1